COC1=CC=C(C=N1)C(N1CCN(CC1)C(=O)N1N=NC2=C1C=C(C=C2)C#N)C=2C=NC(=CC2)OC 1-(4-(bis(6-methoxypyridin-3-yl)methyl)piperazine-1-carbonyl)-1H-benzo[d][1,2,3]triazole-6-carbonitrile